C[C@@H]1CN(C[C@@H](O1)C=1C=NNC1)S(=O)(=O)C1=CC=C(C=C1)[N+](=O)[O-] (2R,6S)-2-methyl-4-(4-nitrophenyl)sulfonyl-6-(1H-pyrazol-4-yl)morpholine